2-((5-(4-((5-chloro-3-fluoropyridin-2-yl)oxy)phenyl)-2H-tetrazol-2-yl)methyl)-2-hydroxycyclopropane-1-carboxylic acid ClC=1C=C(C(=NC1)OC1=CC=C(C=C1)C=1N=NN(N1)CC1(C(C1)C(=O)O)O)F